C1(CC1)C=1C=C(C(N(N1)C1=CC=C(C=C1)F)=O)C(=O)NC1=CC(=C(C=C1)OC1=C2C(=NC=C1)NN=C2N[C@@H](CO)C)F (R)-6-cyclopropyl-N-(3-fluoro-4-((3-((1-hydroxypropan-2-yl)amino)-1H-pyrazolo[3,4-b]pyridin-4-yl)oxy)phenyl)-2-(4-fluorophenyl)-3-oxo-2,3-dihydropyridazine-4-carboxamide